C(C)(C)(C)C1=CC=C(C=C1)C=1OC(=C(N1)C(=O)NCCN1CCN(CC1)C)C1=CC=CC=C1 (4-(tert-butyl)phenyl)-N-(2-(4-methylpiperazin-1-yl)ethyl)-5-phenyloxazole-4-carboxamide